6-Hydroxytridecanoate OC(CCCCC(=O)[O-])CCCCCCC